C(C)(C)(C)OC(=O)NCCCCO 4-(tert-Butoxycarbonylamino)-1-butanol